(trans)-3-((2-((4-bromo-3-(((tert-butyldimethylsilyl)oxy)methyl)-5-(trifluoromethyl)phenyl)amino)-5-chloropyrimidin-4-yl)amino)tetrahydro-2H-pyran-4-carbonitrile BrC1=C(C=C(C=C1C(F)(F)F)NC1=NC=C(C(=N1)N[C@@H]1COCC[C@H]1C#N)Cl)CO[Si](C)(C)C(C)(C)C